2-(1,1-dimethylethyl)cyclohexanol acetate C(C)(=O)OC1C(CCCC1)C(C)(C)C